C(C1=CC=CC=C1)(C1=CC=CC=C1)N1C(CN(CC1C)CC=1C=C2CN(C(C2=C(C1)F)=O)C1C(NC(CC1)=O)=O)C 3-(5-((4-benzhydryl-3,5-dimethylpiperazin-1-yl)methyl)-7-fluoro-1-oxoisoindolin-2-yl)piperidine-2,6-dione